(3S,5R)-5-(5'-Chloro-2'-fluorobiphenyl-4-ylmethyl)-3-hydroxymethyl-3-methylpyrrolidin-2-one ClC=1C=CC(=C(C1)C1=CC=C(C=C1)C[C@@H]1C[C@@](C(N1)=O)(C)CO)F